4-(5-amino-1-(1-(but-2-ynyl)pyrrolidin-3-yl)imidazo[1,5-c]pyrimidin-3-yl)-N-(pyridin-2-yl)benzamide NC1=NC=CC=2N1C(=NC2C2CN(CC2)CC#CC)C2=CC=C(C(=O)NC1=NC=CC=C1)C=C2